C(C)(=O)NC(C(=O)N1CCC(=CC1)C1=CC=C(C=C1)NC(=O)N1CC2=CC=C(C=C2C1)F)(C)C N-(4-(1-(2-acetamido-2-methylpropanoyl)-1,2,3,6-tetrahydropyridin-4-yl)phenyl)-5-fluoroisoindoline-2-carboxamide